CN1C(N(C2=C1C=C(C=C2)N2CC1(C2)CCNCC1)C1C(NC(CC1)=O)=O)=O 3-(3-methyl-2-oxo-5-(2,7-diazaspiro[3.5]nonan-2-yl)-2,3-dihydro-1H-benzo[d]imidazol-1-yl)piperidine-2,6-dione